S(=O)(=O)(F)F.N1C=NC=C1 imidazole sulfonyl fluoride salt